(S)-5-hydroxy-2-(2-(2-hydroxyethyl)piperidin-1-yl)-N-(isoxazol-4-yl)-1-methyl-6-oxo-1,6-dihydropyrimidine-4-carboxamide OC1=C(N=C(N(C1=O)C)N1[C@@H](CCCC1)CCO)C(=O)NC=1C=NOC1